OC(CCC(=O)O)(CCC(=O)O)C(=O)O 3-hydroxy-1,3,5-pentanetricarboxylic acid